9,10-diphenylanthrylboronic acid C1(=CC=CC=C1)C=1C2=CC=CC=C2C(=C2C=CC=C(C12)B(O)O)C1=CC=CC=C1